N-((2-(2,6-dioxopiperidin-3-yl)-1-oxoisoindolin-5-yl)methyl)-2-oxo-2-(2,4,6-trimethylphenyl)acetamide O=C1NC(CCC1N1C(C2=CC=C(C=C2C1)CNC(C(C1=C(C=C(C=C1C)C)C)=O)=O)=O)=O